N1,N1,N5,N5-tetraethyl-naphthalene-1,5-diamine C(C)N(C1=CC=CC=2C(=CC=CC12)N(CC)CC)CC